C(C)N(C(C#C)=O)CC N,N-diethylprop-2-ynamide